CC(=O)O[C@@H]1C[C@@H]2[C@]3(CCCC([C@@H]3CC[C@]2([C@H]4[C@]1(CC(=CC4)C=O)C)C)(C)C)C The molecule is a scalarane sesterterpenoid with formula C26H40O3, originally isolated from the marine sponge Hyrtios erecta. It has a role as a marine metabolite. It is a scalarane sesterterpenoid, an enal and an acetate ester.